O=C1C(=C(C1=O)NC1=C(C(=NC=C1)C(=O)N(C)CC)O)N[C@@H]1C(CCC2=C1N=C(S2)C)(C)C (R)-4-((3,4-dioxo-2-((2,5,5-trimethyl-4,5,6,7-tetrahydrobenzo[d]thiazol-4-yl)amino)cyclobut-1-en-1-yl)amino)-N-ethyl-3-hydroxy-N-methylpicolinamide